Tetramethyl-ethylene titanium-aluminum [Al].[Ti].CC(=C(C)C)C